tert-Butyl (2-(5-cyano-2-fluorophenyl)-2-oxoethyl)carbamate C(#N)C=1C=CC(=C(C1)C(CNC(OC(C)(C)C)=O)=O)F